5-[2-(5-Fluoro-2-{8-oxatricyclo[7.4.0.02,7]trideca-1(9),2(7),3,5,10,12-hexaen-5-sulfonamido}phenyl)ethynyl]-3-methylpyridin FC=1C=CC(=C(C1)C#CC=1C=C(C=NC1)C)NS(=O)(=O)C=1C=CC=2C=3C=CC=CC3OC2C1